(1S,3R)-3-amino-N-(5-chloro-4-(7-fluoro-3-isopropyl-2-methyl-2H-indazol-5-yl)pyridin-2-yl)cyclohexane-1-carboxamide N[C@H]1C[C@H](CCC1)C(=O)NC1=NC=C(C(=C1)C1=CC2=C(N(N=C2C(=C1)F)C)C(C)C)Cl